ClC=1C=2N(C=CN1)C(=CN2)C2=C(C(=C(C=C2)OC(F)F)F)F 8-chloro-3-[4-(difluoromethoxy)-2,3-difluoro-phenyl]imidazo[1,2-a]pyrazine